tert-butyl (2-(2-((3-(9-(2,6-dioxopiperidin-3-yl)-9H-pyrido[2,3-b]indol-4-yl)prop-2-yn-1-yl)oxy)ethoxy)ethyl)carbamate O=C1NC(CCC1N1C2=C(C3=CC=CC=C13)C(=CC=N2)C#CCOCCOCCNC(OC(C)(C)C)=O)=O